1-(4-(1-(aminomethyl)cyclopropyl)phenyl)-2-hydroxy-4-methyl-6(5H)-phenanthridinone hydrochloride Cl.NCC1(CC1)C1=CC=C(C=C1)C1=C(C=C(C=2NC(C3=CC=CC=C3C12)=O)C)O